FC(C=1C=NC(=NC1)N1CCN(CC1)C(=O)O[C@@H]1[C@@H](CCC1)C1=CNC(C(=C1)C(F)(F)F)=O)(F)F (1S,2S)-2-(6-oxo-5-(trifluoromethyl)-1,6-dihydropyridin-3-yl)cyclopentyl 4-(5-(trifluoromethyl)pyrimidine-2-yl)piperazine-1-carboxylate